BrC=1C=CC(=C(C1)C1C(NC(CC1)=O)=O)Cl 3-(5-Bromo-2-chlorophenyl)piperidine-2,6-dione